NC=1C=C(C(=O)O)C=CC1[C@H]1N(CCCC1)CC1=C2C=CNC2=C(C=C1OC)C (S)-3-amino-4-(1-((5-methoxy-7-methyl-1H-indol-4-yl)methyl)piperidin-2-yl)benzoic acid